4-{4-[(2,4-dioxothiazolidin-5-ylidene)methyl]phenoxy}-N-[3-fluoro-4-(trifluoromethoxy)phenyl]piperidin-1-carboxamide O=C1SC(C(N1)=O)=CC1=CC=C(OC2CCN(CC2)C(=O)NC2=CC(=C(C=C2)OC(F)(F)F)F)C=C1